C(=C)(C)C1=C(C(=C(C=C1)CCCCCC)CC1=CC=CC=C1)CCCCC isopropenylpentylbenzylhexylbenzene